5-(((S)-1-methoxy-3-(((S)-2-oxo-1-(1-(5-(trifluoromethyl)pyrimidin-2-yl)piperidin-4-yl)pyrrolidin-3-yl)oxy)propan-2-yl)amino)-4-(trifluoromethyl)pyridazin-3(2H)-one COC[C@@H](CO[C@@H]1C(N(CC1)C1CCN(CC1)C1=NC=C(C=N1)C(F)(F)F)=O)NC1=C(C(NN=C1)=O)C(F)(F)F